2-(5-((1-(dibenzo[b,d]furan-2-yl)ethyl)amino)-6-oxo-2-(pyrrolidin-1-yl)pyrimidin-1(6H)-yl)acetamide C1=C(C=CC=2OC3=C(C21)C=CC=C3)C(C)NC3=CN=C(N(C3=O)CC(=O)N)N3CCCC3